ClC=1C=C(C=CC1)C([C@](C)([2H])NC(C)(C)C)=O (R)-1-(m-chlorophenyl)-2-(tert-butylamino)-(2-2H)-propan-1-one